(2-hydroxyhexadecyl)ether OC(COCC(CCCCCCCCCCCCCC)O)CCCCCCCCCCCCCC